COC(CCCCCC1C(C1)CCCCCCCCOCC(COCCCCCC(=O)OC)N(C)C)=O methyl-6-(2-(8-(2-(dimethylamino)-3-((6-methoxy-6-oxohexyl)oxy)propoxy)octyl)cyclopropyl)hexanoate